2,2-difluoro-2-(4-fluorophenyl)-N-hydroxyacetamidine FC(C(=N)NO)(C1=CC=C(C=C1)F)F